methylenedioxybenzylamphetamine CC(CC1=CC2=C(C=C1)OCO2)NCC3=CC=CC=C3